O[C@H](COC=1C=C(CN2C(C(=CC(=C2)C(=O)N[C@@H]2[C@H](C2)C)C(=O)NC)=O)C=CC1)C 1-(3-((S)-2-hydroxypropoxy)benzyl)-N3-methyl-N5-((1S,2S)-2-methylcyclopropyl)-2-oxo-1,2-dihydropyridine-3,5-dicarboxamide